The molecule is an organic chloride salt having tetrazolium violet(1+) as the counterion. It has a role as a dye, an apoptosis inducer and an antineoplastic agent. It contains a tetrazolium violet(1+). C1=CC=C(C=C1)C2=NN([N+](=N2)C3=CC=CC4=CC=CC=C43)C5=CC=CC=C5.[Cl-]